[1,2,4]Triazolo[1,5-a]pyrimidin-7-one N1C=NC=2N1C(C=CN2)=O